FC(C=1C=C(C=CC1)[C@@H](C)O)(F)F R-1-(3-trifluoromethylphenyl)ethanol